O1COC2=C1C=CC(=C2)[C@H]2OC[C@@H]1[C@H](OC([C@@H]12)O)C1=CC2=C(OCO2)C=C1 (3S,3As,6S,6aR)-3,6-bis(1,3-benzodioxol-5-yl)-1,3,3a,4,6,6a-hexahydrofuro[3,4-c]furan-4-ol